ClC1=CC(=NC=C1)C=CC(C)(S(=O)N)C ((4-chloropyridin-2-yl)methylene)-2-methylpropane-2-sulfinamide